N1[C@@H](CN[C@@H](CN[C@@H](CN[C@@H](C1)CC=1C=CC(=C(C1)S(=O)(=O)O)OC)CC=1C=CC(=C(C1)S(=O)(=O)O)OC)CC=1C=CC(=C(C1)S(=O)(=O)O)OC)CC=1C=CC(=C(C1)S(=O)(=O)O)OC 5,5',5'',5'''-(((2R,5R,8R,11R)-1,4,7,10-tetraazacyclododecane-2,5,8,11-tetrayl)tetrakis(methylene))tetrakis(2-methoxybenzenesulfonic acid)